C(C)(=O)OCC(COC(C)=O)OC(C)=O 1,2,3-propanetriyl triacetate